ON=C(N)C1=CN=CN1CC1OCC1 N'-hydroxy-1-(oxetan-2-ylmethyl)-1H-imidazole-5-carboximidamide